CN1CCN(CC1)C2=NC3=CC=CC=C3C=C2 The molecule is an aminoquinoline that consists of quinoline in which the hydrogen at position 2 is substituted by a 4-methylpiperazin-1-yl group. A 5-HT3 agonist. Has almost the same affinity for 5-HT3 sites as quipazine but unlike the latter, does not bind to 5-HT1B sites. It has a role as a serotonergic agonist. It is a N-alkylpiperazine, a N-arylpiperazine and an aminoquinoline.